C(=O)C1CCN(CC1)C1=CC=C(C(=O)OC(C)(C)C)C=C1 tert-butyl 4-(4-formylpiperidin-1-yl)benzoate